CC1=C(C(=CC=C1)C)C1=NC=2NS(C=3C=CC=C(C(N([C@@H](CCC(=C1)N2)CC(C)C)C2CC1(CC1)C2)=O)C3)(=O)=O (11S)-6-(2,6-Dimethylphenyl)-11-isobutyl-2,2-dioxo-12-spiro[2.3]hexan-5-yl-2λ6-thia-3,5,12,19-tetrazatricyclo[12.3.1.14,8]nonadeca-1(18),4(19),5,7,14,16-hexaen-13-one